The molecule is a carbamate ester and a member of benzodioxoles. It has a role as an EC 3.1.1.7 (acetylcholinesterase) inhibitor, a carbamate insecticide and an agrochemical. It derives from a methylcarbamic acid. CC1(OC2=C(O1)C(=CC=C2)OC(=O)NC)C